(3S)-ethyl 1-(2-((4-(2-chloro-4-fluorophenyl)-2-oxo-2H-chromen-7-yl)oxy)propanoyl)piperidine-3-carboxylate ClC1=C(C=CC(=C1)F)C1=CC(OC2=CC(=CC=C12)OC(C(=O)N1C[C@H](CCC1)C(=O)OCC)C)=O